3-methylimidazoliumchloridate C[N+]1=C(NC=C1)C(=O)Cl